2,3,4-trimethylphenol CC1=C(C=CC(=C1C)C)O